[Br-].[Br-].C1(=CC=CC=C1)P(C1=CC=CC=C1)C1=CC=CC=C1.C1(=CC=CC=C1)P(C1=CC=CC=C1)C1=CC=CC=C1.[Ni+2] nickel bis(triphenylphosphine) dibromide